3-isopropyl-4-(1H-pyrazole-4-carbonyl)-1,3,4,5-tetrahydro-2H-benzo[1,4]diazepin-2-one C(C)(C)C1C(NC2=C(CN1C(=O)C=1C=NNC1)C=CC=C2)=O